(2,3-difluoro-4-hydroxy-5-methylphenyl)carbamic acid tert-butyl ester C(C)(C)(C)OC(NC1=C(C(=C(C(=C1)C)O)F)F)=O